(S)-1-(3-(1-(hydroxymethyl)cyclopropylsulfonyl)phenoxy)-3-((R)-8-(quinolin-6-ylsulfonyl)-1-oxa-8-azaspiro[4.5]decan-3-ylamino)propan-2-ol OCC1(CC1)S(=O)(=O)C=1C=C(OC[C@H](CN[C@H]2COC3(C2)CCN(CC3)S(=O)(=O)C=3C=C2C=CC=NC2=CC3)O)C=CC1